CC/C=C\\C/C=C\\C/C=C\\C/C=C\\C/C=C\\CCCCCCC[C@H](CC(=O)SCCNC(=O)CCNC(=O)[C@@H](C(C)(C)COP(=O)([O-])OP(=O)([O-])OC[C@@H]1[C@H]([C@H]([C@@H](O1)N2C=NC3=C(N=CN=C32)N)O)OP(=O)([O-])[O-])O)O The molecule is a 3-hydroxy fatty acyl-CoA(4-) obtained by deprotonation of the phosphate and diphosphate OH groups of (3R,11Z,14Z,17Z,20Z,23Z)-3-hydroxyhexacosapentaenoyl-CoA; major species at pH 7.3. It is a (R)-3-hydroxyacyl-CoA(4-) and a 3-hydroxy fatty acyl-CoA(4-). It is a conjugate base of a (3R,11Z,14Z,17Z,20Z,23Z)-3-hydroxyhexacosapentaenoyl-CoA.